N1CC2(CC1)OC1=CC(=C(C=C1CC2)C(=O)O)C(=O)O spiro[chromane-2,3'-pyrrolidine]-6,7-dicarboxylic acid